4,4'-bis(2-sulfostyryl)-biphenyl S(=O)(=O)(O)C1=C(C=CC2=CC=C(C=C2)C2=CC=C(C=C2)C=CC2=C(C=CC=C2)S(=O)(=O)O)C=CC=C1